(S)-5-phenoxy-2-(3-(5-(trifluoromethyl)pyridin-2-yloxy)pyrrolidin-1-yl)benzonitrile O(C1=CC=CC=C1)C=1C=CC(=C(C#N)C1)N1C[C@H](CC1)OC1=NC=C(C=C1)C(F)(F)F